7'-bromo-8'-methyl-2,2',3,3',5,6-hexahydrospiro[pyran-4,4'-pyrido[2,3-b][1,4,5]oxathiazepine] 1',1'-dioxide BrC=1C(=CC2=C(OC3(CNS2(=O)=O)CCOCC3)N1)C